FC1=CC(=C(C=C1)C1C(SC2=CC(=CC=C2C1C1=CC=C(C=C1)OCCN1CC(C1)CF)O)CS(=O)(=O)[O-])OC Cis-3-(4-fluoro-2-methoxyphenyl)-4-(4-(2-(3-(fluoromethyl)azetidin-1-yl)ethoxy)phenyl)-7-hydroxythiochromanMethanesulfonate